C(CCCCCCC)OC1=CC=C(C=C1)C1=NC2=C(N1)C1=CC(=CC=C1C=1C=CC(=CC12)[N+](=O)[O-])[N+](=O)[O-] 2-(4-n-octyloxyphenyl)-5,10-dinitro-1H-phenanthro[9,10-d]imidazole